FC1=C(C=CC=C1)C1=CC(=CN1S(=O)(=O)C=1C=NC=CC1)C=O 5-(2-Fluoro-phenyl)-1-(pyridine-3-sulfonyl)-1H-pyrrol-3-carbaldehyde